C(C)(C)(C)OC(=O)N1CC2(CC2)[C@@H]([C@@H]1CC1=C(C(=CC=C1)Br)F)NS(=O)(=O)CF (6s,7s)-6-(3-bromo-2-fluorobenzyl)-7-((fluoromethyl)sulfonylamino)-5-azaspiro[2.4]heptane-5-carboxylic acid tert-butyl ester